C(C)N(CCCCC1(OC(C(O1)C(=O)OCCCCCCCC\C=C/CCCCCCCC)C(=O)OCCCCCCCC\C=C/C\C=C/CCCCC)C)C 4-((Z)-octadec-9-en-1-yl) 5-((9Z,12Z)-octadeca-9,12-dien-1-yl) 2-(4-(ethyl-(methyl)amino)butyl)-2-methyl-1,3-dioxolane-4,5-dicarboxylate